2-ACETAMIDOBENZO[D]OXAZOL-5-YLBORONIC ACID C(C)(=O)NC=1OC2=C(N1)C=C(C=C2)B(O)O